t-butyl Bromo-acetate BrCC(=O)OC(C)(C)C